N-(2-cyano-7-phenylisoindolin-5-yl)-4-ethylmorpholine-2-carboxamide C(#N)N1CC2=C(C=C(C=C2C1)NC(=O)C1CN(CCO1)CC)C1=CC=CC=C1